OCC(C)(C)NC(=O)C=1C=2C[C@@H]3[C@H](C2N(N1)C1=NC=C(N=C1)CC)C3 (1aR,5aR)-2-(5-Ethyl-pyrazin-2-yl)-1a,2,5,5a-tetrahydro-1H-2,3-diaza-cyclopropa[a]pentalene-4-carboxylic acid (2-hydroxy-1,1-dimethyl-ethyl)-amide